1-Benzyl-1,2,3,4-tetrahydroquinoxaline C(C1=CC=CC=C1)N1CCNC2=CC=CC=C12